(cyclopropylmethyl)-4-(3,4-dichlorophenyl)-1-(2-oxo-1,2-dihydroquinoline-4-carbonyl)piperazine-2-carboxamide C1(CC1)CC1(N(CCN(C1)C1=CC(=C(C=C1)Cl)Cl)C(=O)C1=CC(NC2=CC=CC=C12)=O)C(=O)N